CC1=C(NC=C1C1(CC1)C=1C=NC(=CC1)C(F)(F)F)C(=O)NC(C)C1=NNC=N1 3-methyl-N-(1-(1H-1,2,4-triazol-3-yl)ethyl)-4-(1-(6-(trifluoromethyl)pyridin-3-yl)cyclopropyl)-1H-pyrrole-2-carboxamide